3-(4-methyl-thienyloxy)propyl-trimethyl-ammonium bromide [Br-].CC=1C=C(SC1)OCCC[N+](C)(C)C